2-(2-(5-(4-methoxybenzyl)-4-oxo-3-(trifluoromethyl)-4,5-dihydro-1H-pyrazolo[3,4-d]pyridazin-1-yl)propoxy)-N-methyl-N-(1-(5-(trifluoromethyl)pyrimidin-2-yl)piperidin-4-yl)acetamide COC1=CC=C(CN2N=CC3=C(C2=O)C(=NN3C(COCC(=O)N(C3CCN(CC3)C3=NC=C(C=N3)C(F)(F)F)C)C)C(F)(F)F)C=C1